C(C=C)N1S(C2=C(C1=O)C=CC=C2)(=O)=O 2-allyl-1,2-benzisothiazole-3(2H)-one-1,1-dioxide